The molecule is a hydrobromide obtained by combining vortioxetine with one molar equivalent of hydrobromic acid. Used for treatment of major depressive disorder. It has a role as an antidepressant, an anxiolytic drug, a serotonergic antagonist and a serotonergic agonist. It contains a vortioxetine(1+). CC1=CC(=C(C=C1)SC2=CC=CC=C2N3CCNCC3)C.Br